NCC1C2(C1)C1=C(CN(S2(=O)=O)CCC)C=CC(=C1)Cl (aminomethyl)-7-chloro-3-n-propyl-3,4-dihydrospiro[benzo[d][1,2]thiazine-1,1'-cyclopropane]-2,2-dioxide